ClC=1C=NC=C(C1CC=1N=C(N(C1)COCC[Si](C)(C)C)C=O)Cl 4-((3,5-dichloropyridin-4-yl)methyl)-1-((2-(trimethylsilyl)ethoxy)methyl)-1H-imidazole-2-carbaldehyde